FC1=C(C(=CC(=C1)F)OC)C(C(=O)O)(C)C 2-(2,4-difluoro-6-methoxyphenyl)-2-methylpropanoic acid